C(CCCCCCCC)(=O)O.C(O)C(CC)(CO)CO trimethylolpropane n-nonanoate